C(C)(C(C)C)O secisoamyl alcohol